NC1=NC=CC=C1C1=NC=2C(=NC(=CC2)C2=CC=CC=C2)N1C1=CC=C(CN2C3CN(C(C2)CC3)C#N)C=C1 5-(4-(2-(2-Aminopyridin-3-yl)-5-phenyl-3H-imidazo[4,5-b]pyridin-3-yl)benzyl)-2,5-diazabicyclo[2.2.2]octane-2-carbonitrile